N1N=C(C=C1)S(=O)(=O)C=1C=C2C=NN(C(C2=CC1)=O)CC1=NNC(=C1Cl)C 6-((1H-pyrazol-3-yl)sulfonyl)-2-((4-chloro-5-methyl-1H-pyrazol-3-yl)methyl)phthalazin-1(2H)-one